silicic acid-lithium salt [Li+].[Si]([O-])([O-])([O-])[O-].[Li+].[Li+].[Li+]